ammonium 2-((6-hydroxy-5'-methyl-4-pentyl-1',2',3',4'-tetrahydro-[1,1'-biphenyl]-2-yl)oxy)propan-2-yl hydrogen phosphate P(=O)(OC(C)(C)OC1=C(C(=CC(=C1)CCCCC)O)C1CCCC(=C1)C)(O)[O-].[NH4+]